4,2-dioxazol-5-one N1OCOC1=O